C(C)(C)(C)OC(=O)N1C2CCCC1CCC2 9-azabicyclo[3.3.1]Nonane-9-carboxylic acid tert-butyl ester